(3E)-17,17-didecyloxy-3-heptadecen-1-ol C(CCCCCCCCC)OC(CCCCCCCCCCCC/C=C/CCO)OCCCCCCCCCC